N-((cis)-4-(((7-(Cyclopropylmethoxy)-5-fluoro-4-oxo-3,4-dihydroquinazolin-2-yl)methyl)thio)cyclohexyl)acetamide C1(CC1)COC1=CC(=C2C(NC(=NC2=C1)CS[C@H]1CC[C@H](CC1)NC(C)=O)=O)F